COC1=C2C(=CC3=C1OCO3)O[C@@H]([C@H](C2=O)O)C4=CC=CC=C4 The molecule is an extended flavonoid that consists of (2S)-flavanone substituted by a hydroxy group at position 3, a methoxy group at position 5 and a methylenedioxy group across positions 6 and 7. It has been isolated from Pisonia aculeata. It has a role as a plant metabolite. It is a member of dihydroflavonols, a monomethoxyflavanone, an extended flavonoid and a secondary alpha-hydroxy ketone.